CC(CCCO)CCCO 4-methyl-1,7-heptanediol